C(CCC)(=O)[O-].C(C1=CC=CC=C1)[N+](C)(C)C benzyl-trimethyl-ammonium butyrate